(3s,4r)-3-fluoro-1-(4-((5-isopropyl-8-(methylamino)-2,7-naphthyridin-3-yl)amino)pyrimidin-2-yl)piperidin-4-ol F[C@H]1CN(CC[C@H]1O)C1=NC=CC(=N1)NC=1N=CC2=C(N=CC(=C2C1)C(C)C)NC